((1S,3R)-3-(PYRIMIDIN-2-YLTHIO)CYCLOBUTYL)METHANOL N1=C(N=CC=C1)SC1CC(C1)CO